CS(=O)(=O)C1=CC(=C(C=C1)NCC#CC=1N(C2=CC=CC(=C2C1)NC1CCC(CC1)N(C)CCOC)CC(F)(F)F)OC (1S,4S)-N4-(2-{3-[(4-methanesulfonyl-2-methoxyphenyl)amino]prop-1-yn-1-yl}-1-(2,2,2-trifluoroethyl)-1H-indol-4-yl)-N1-(2-methoxyethyl)-N1-methylcyclohexane-1,4-diamine